Methylene adipate C1(CCCCC(=O)OCO1)=O